2-triethoxysilylpropyl-N,N-dimethylthiocarbamoyl tetrasulfide C(C)O[Si](C(CS=C(N(C)C)SSSSC(N(C)C)=SCC(C)[Si](OCC)(OCC)OCC)C)(OCC)OCC